2-[4-(3-methyl-3,8-diazabicyclo[3.2.1]octan-8-yl)anilino]-4-[[rac-(7R)-7-ethyl-7-hydroxy-5,6-dihydrocyclopenta[b]pyridin-2-yl]amino]pyrimidine-5-carbonitrile CN1CC2CCC(C1)N2C2=CC=C(NC1=NC=C(C(=N1)NC1=CC=C3C(=N1)[C@@](CC3)(O)CC)C#N)C=C2 |r|